CO[Si]1(N(CCC1)CCCC)OC 2,2-dimethoxy-1-n-butyl-1-aza-2-silacyclopentane